NC1=NC=2C=CC=CC2C2=C1N=C(N2CCCCN(C(=O)N)C2=CS(C2)(=O)=O)CCOC 1-(4-(4-amino-2-(2-methoxyethyl)-1H-imidazo[4,5-c]quinolin-1-yl)butyl)-1-(1,1-dioxothietin-3-yl)urea